4-phenylcoumarine C1(=CC=CC=C1)C1=CC(OC2=CC=CC=C12)=O